ClC=1C=CC(=C(C1)CC(=O)O)S(N[C@@H](C(C)C1=C(C(=CC=C1F)C)C)C=1OC(NN1)=O)(=O)=O 2-(5-chloro-2-(N-((1S)-2-(6-fluoro-2,3-dimethylphenyl)-1-(5-oxo-4,5-dihydro-1,3,4-oxadiazol-2-yl)propyl)sulfamoyl)phenyl)acetic acid